uranium-iron [Fe].[U]